C(C)[NH2+]CC N-ethylethanaminium